NC1=NC(=C(C=C1C=1C=C2CCNC(C2=CC1)=O)C1=CC=C(C=C1)N1CCNCC1)Cl 6-(2-amino-6-chloro-5-(4-(piperazin-1-yl)phenyl)pyridin-3-yl)-3,4-dihydroisoquinolin-1(2H)-one